(R)-1-(benzo[d][1,3]dioxol-5-yl)ethanamine O1COC2=C1C=CC(=C2)[C@@H](C)N